NCC=1C=C(C=CC1)C=1C=CC2=C(C(=C(O2)C(C(F)(F)F)O)COC2=C(C=CC=C2)CC(=O)OCC)C1 ethyl 2-(2-((5-(3-(aminomethyl)phenyl)-2-(2,2,2-trifluoro-1-hydroxyethyl)benzofuran-3-yl)methoxy)phenyl)acetate